O1C=C(C2=C1C=CC=C2)C[C@H](NC(CC=2C=CC1=C(CCO1)C2)=O)B(O)O (R)-(2-(benzofuran-3-yl)-1-(2-(2,3-dihydrobenzofuran-5-yl)acetamido)ethyl)boronic acid